3-(3-(1-methyl-1H-pyrazol-4-yl)pyrazolo[1,5-a]pyridin-5-yl)-5-(o-tolyl)-1H-pyrrolo[2,3-b]pyridine CN1N=CC(=C1)C=1C=NN2C1C=C(C=C2)C2=CNC1=NC=C(C=C12)C1=C(C=CC=C1)C